[3-[rac-(4S,5S)-7-ethyl-4-(4-fluorophenyl)-3-methyl-6-oxo-5-[[3-(trifluoromethyl)benzoyl]amino]-4,5-dihydropyrazolo[3,4-b]pyridine-1-yl]phenyl]trifluoromethanesulfonate C(C)N1C2=C([C@@H]([C@@H](C1=O)NC(C1=CC(=CC=C1)C(F)(F)F)=O)C1=CC=C(C=C1)F)C(=NN2C=2C=C(C=CC2)OS(=O)(=O)C(F)(F)F)C |r|